[N+](=O)([O-])[O-].[Pd+2].[N+](=O)([O-])[O-] Palladium nitrat